theophyllinacetate N1(CCC(=O)[O-])C(=O)N(C)C=2N=CNC2C1=O